(1-Ethyl-2,3,4,5-tetramethylcyclopentadienyl)(4,7-dimethylindenyl)zirconium diiodide [I-].[I-].C(C)C1(C(=C(C(=C1C)C)C)C)[Zr+2]C1C=CC2=C(C=CC(=C12)C)C